O=C1N(C(C=C1)=O)CC(=O)NCCOCCOCCOCCOCCC(=O)O 3-[2-[2-[2-[2-[[2-(2,5-dioxopyrrol-1-yl)acetyl]amino]ethoxy]ethoxy]ethoxy]ethoxy]propanoic acid